(S)-N-(1-cycloheptyl-2-((5-(1,4-dimethyl-1H-1,2,3-triazol-5-yl)pyridin-2-yl)amino)-2-oxoethyl)-1-ethyl-1H-pyrazole-5-carboxamide C1(CCCCCC1)[C@@H](C(=O)NC1=NC=C(C=C1)C1=C(N=NN1C)C)NC(=O)C1=CC=NN1CC